C1(CC1)NC(C1=C(C(=CC=C1)F)SC1=CC=C2C(=NN(C2=C1)C1OCCCC1)I)=O N-cyclopropyl-3-fluoro-2-(3-iodo-1-tetrahydropyran-2-yl-indazol-6-yl)sulfanyl-benzamide